OC1=C2C(C(=C(OC2=C(C(=C1)OC)OC)C1=CC(=C(C=C1)OC)OC)OC)=O 5-hydroxy-3,7,8,3',4'-pentamethoxyflavone